C(C)(C)N(P(OCCC#N)Cl)C(C)C 2-cyanoethyl N,N-diisopropyl-chlorophosphoramidite